COC=C[C@@H]1CC12CCN(CC2)C(=O)OCC2=CC=CC=C2 (1S)-benzyl 1-(2-methoxyvinyl)-6-azaspiro[2.5]octane-6-carboxylate